(4-(4-chloro-3-methylphenoxy)phenyl)-7-methoxy-6-(3-morpholinopropoxy)quinazolin-4-amine ClC1=C(C=C(OC2=CC=C(C=C2)C2=NC3=CC(=C(C=C3C(=N2)N)OCCCN2CCOCC2)OC)C=C1)C